4,5-bis(methyl-d3)-2-(4-(methyl-d3)-3-(6-(methyl-d3)-pyridin-2-yl)phenyl)pyridine C(C1=CC(=NC=C1C([2H])([2H])[2H])C1=CC(=C(C=C1)C([2H])([2H])[2H])C1=NC(=CC=C1)C([2H])([2H])[2H])([2H])([2H])[2H]